(S)-1-(4-chlorophenyl)-5-methyl-3-methylenepyrrolidin-2-one ClC1=CC=C(C=C1)N1C(C(C[C@@H]1C)=C)=O